C(C1=CC(O)=C(O)C(O)=C1)(=O)O[C@H]1[C@H](OC(C2=CC(O)=C(O)C(O)=C2)=O)[C@@H](OC(C2=CC(O)=C(O)C(O)=C2)=O)[C@H](OC(C2=CC(O)=C(O)C(O)=C2)=O)[C@H](O1)COC(C1=CC(O)=C(O)C(O)=C1)=O penta-O-galloyl-β-D-glucose